FC1(CN(CC1NC(=O)[C@H]1CCN(C2(CC2)C1)C(=O)C1=NNC(=C1)C1=CC(=NC=C1F)OC)C(=O)OC(C)(C)C)F tert-butyl 3,3-difluoro-4-[(7S)-4-[5-(5-fluoro-2-methoxypyridin-4-yl)-1H-pyrazole-3-carbonyl]-4-azaspiro[2.5]octane-7-amido]pyrrolidine-1-carboxylate